FC1=CC2=C(N(C(=N2)NC(CC(C(F)F)(C)C)=O)C2(CCC2)C)C=C1F N-(5,6-difluoro-1-(1-methylcyclobutyl)-1H-benzo[d]imidazol-2-yl)-4,4-difluoro-3,3-dimethylbutanamide